NC1=C(C=C(C=C1)C=1C=C2C=NC(=NC2=C(C1)CC)N[C@@H]1CN(C[C@H](C1)F)C(=O)OC(C)(C)C)F (3S,5S)-tert-Butyl 3-((6-(4-amino-3-fluorophenyl)-8-ethylquinazolin-2-yl)amino)-5-fluoropiperidine-1-carboxylate